(2-(cyclopropylmethoxy)-5-fluorobenzyl)-1-methyl-1H-indazole-6-carboxamide C1(CC1)COC1=C(CC2=NN(C3=CC(=CC=C23)C(=O)N)C)C=C(C=C1)F